N-{[(2R)-1,4-Dioxan-2-yl]methyl}-2-{[(2S)-1,4-dioxan-2-yl]methyl}-8-(trifluoromethyl)-4,5-dihydro-2H-furo[2,3-g]indazol-7-carboxamid O1[C@@H](COCC1)CNC(=O)C1=C(C2=C(CCC3=CN(N=C23)C[C@@H]2OCCOC2)O1)C(F)(F)F